C(C)N1C(CC[C@@]2(C3C(CC=C12)C1CCC([C@]1(C[C@]3(C)O)C)C3(OCCO3)C)C)=O (4aR,5S,6aS)-1-ethyl-5-hydroxy-4a,5,6a-trimethyl-7-(2-methyl-1,3-dioxolan-2-yl)-1,3,4,4a,4b,5,6,6a,7,8,9,9a,9b,10-tetradecahydro-2H-indeno[5,4-f]quinolin-2-one